C1(=CC=CC=C1)C(C[C-]1C=CC=C1)C.[Li+] lithium 1-(2-phenylpropyl)cyclopenta-2,4-diene-1-ide